COC(=O)[C@H]1NC(CC1)=O 5-oxo-pyrrolidine-2(S)-carboxylic acid methyl ester